4,9-dibromo-6,7-bis(4-((2-octyldodecyl)oxy)phenyl)-[1,2,5]thiadiazolo[3,4-g]quinoxaline BrC=1C=2C(C(=C3N=C(C(=NC13)C1=CC=C(C=C1)OCC(CCCCCCCCCC)CCCCCCCC)C1=CC=C(C=C1)OCC(CCCCCCCCCC)CCCCCCCC)Br)=NSN2